OCC=1C=C(C=CC1)C1=CN=C2N1N=C(C=C2)C=2C=C(C=CC2)NC(C)=O N-[3-[3-[3-(hydroxy-methyl)phenyl]imidazo[1,2-b]pyridazin-6-yl]phenyl]acetamide